NC=CC(=O)NCCCCOC1=CC(=CC(=C1)CN(CC1=NC=CC=C1)CC1=NC=CC=C1)CN(CC1=NC=CC=C1)CC1=NC=CC=C1 3-amino-N-(4-(3,5-bis((bis(pyridin-2-ylmethyl)amino)methyl)phenoxy)butyl)propenamide